N-(3-aminopropyl)amid NCCC[NH-]